[Na].C1CCC2=C(C=3CCCC3C=C12)NC(NS(N(C=1C=NN(C1)C(C)C)C1CCN(CC1)C)(=O)=O)=O 3-(1,2,3,5,6,7-hexahydro-s-indacen-4-yl)-1-[(1-methylpiperidin-4-yl)[1-(propan-2-yl)-1H-pyrazol-4-yl]sulfamoyl]urea sodium salt